COC1=C(C=CC(=C1)OC)CNC1=NN=C(C2=CC(=CC=C12)C=1C=C(C=C(C1)C=1C=NC=CC1)B(O)O)C [3-[1-[(2,4-dimethoxyphenyl)methylamino]-4-methylphthalazin-6-yl]-5-pyridin-3-ylphenyl]boronic Acid